3-chloro-2-fluoroisonicotinoyl chloride ClC1=C(C(=O)Cl)C=CN=C1F